N-(1-(3-cyano-6-(1-methyl-1H-pyrazol-4-yl)pyrazolo[1,5-a]pyridin-4-yl)-1H-pyrazol-4-yl)-2-(6-(4-fluoro-1H-pyrazol-1-yl)pyridin-3-yl)propanamide hydrochloride Cl.C(#N)C=1C=NN2C1C(=CC(=C2)C=2C=NN(C2)C)N2N=CC(=C2)NC(C(C)C=2C=NC(=CC2)N2N=CC(=C2)F)=O